7-(5-chloro-2-(2-(5-cyano-6-(difluoromethyl)-8-fluoro-2-methyl-4-oxoquinazolin-3(4H)-yl)ethoxy)phenyl)-N-methoxythieno[3,2-b]pyridine-3-carboxamide ClC=1C=CC(=C(C1)C1=C2C(=NC=C1)C(=CS2)C(=O)NOC)OCCN2C(=NC1=C(C=C(C(=C1C2=O)C#N)C(F)F)F)C